1-(2-fluoroethyl)piperidin-4-amine dihydrochloride Cl.Cl.FCCN1CCC(CC1)N